C1(=CC=CC=C1)P(C1=C(C2=CC=CC=C2C=C1)C1=C(C=CC2=CC=CC=C12)OC)C1=CC=CC=C1 2-(diphenylphosphino)-2'-methoxy-1,1'-binaphthyl